[2-(4-butylphenyl)ethynyl]2-ethynyl-1,3-difluorobenzene C(CCC)C1=CC=C(C=C1)C#CC1=C(C(=C(C=C1)F)C#C)F